N1(N=CN=C1)C(=O)N1[C@H](CCC1)CN1N=C(C=2C1=NC=NC2N)C2=CC=C(CNC(C1=C(C=CC(=C1)F)OC)=O)C=C2 (R)-N-(4-(1-((1-(1H-1,2,4-triazole-1-carbonyl)pyrrolidin-2-yl)methyl)-4-amino-1H-pyrazolo[3,4-d]pyrimidin-3-yl)benzyl)-5-fluoro-2-methoxybenzamide